OctaDecenenitrile C1CCCCCCCCC(CCCCCCC1)C#N